1-(4-(4-amino-7-ethyl-7H-pyrrolo[2,3-d]pyrimidin-5-yl)phenyl)-3-(5-tert-butyl-isoxazol-3-yl)urea NC=1C2=C(N=CN1)N(C=C2C2=CC=C(C=C2)NC(=O)NC2=NOC(=C2)C(C)(C)C)CC